CC1CCC=CS(O1)(=O)=O 7-methyl-6,7-dihydro-5H-oxathiepine 2,2-dioxide